N[C@@H]1CN(CC[C@H]1F)C1=NC2=C(N1CC(=O)N(C)CC(F)F)C=C(C(=C2)F)F 2-(2-((3R,4R)-3-Amino-4-fluoropiperidin-1-yl)-5,6-difluoro-1H-benzo[d]imidazol-1-yl)-N-(2,2-difluoroethyl)-N-methylacetamid